(6-((tert-Butoxycarbonyl)amino)pyridin-3-yl)benzoic acid C(C)(C)(C)OC(=O)NC1=CC=C(C=N1)C1=C(C(=O)O)C=CC=C1